2-(3-bromophenyl)-4-(2,3-dihydro-1,4-benzodioxin-6-yl)oxazole BrC=1C=C(C=CC1)C=1OC=C(N1)C1=CC2=C(OCCO2)C=C1